N-phenylpyridine-4-carboxamide C1(=CC=CC=C1)NC(=O)C1=CC=NC=C1